ClC=1C(=C(NC2=NC=NC3=CC=C(C=C23)C2=CCCN(C2)C(=O)OC(C)(C)C)C=CC1Cl)F tert-butyl 5-[4-(3,4-dichloro-2-fluoro-anilino)quinazolin-6-yl]-3,6-dihydro-2H-pyridine-1-carboxylate